FC1(CN(CC[C@H]1NC1=NN2C(C(=N1)OC)=C(C=C2)C=2C=CC1=C(N(C=N1)CCF)C2)C2COC2)F (R)-N-(3,3-difluoro-1-(oxetan-3-yl)piperidin-4-yl)-5-(1-(2-fluoroethyl)-1H-benzo[d]imidazol-6-yl)-4-methoxypyrrolo[2,1-f][1,2,4]triazin-2-amine